COC1=CC=C(CN2N=C(C=C2C)N)C=C1 1-(4-methoxybenzyl)-5-methyl-1H-pyrazol-3-amine